FC(OCC(=O)O)(F)F 2-(trifluoromethoxy)acetic acid